(R)-1-(((1-(4-chlorophenyl)-2-((5-chloropyridin-2-yl)methyl)-7-fluoro-3-oxo-5-(thiazole-4-carbonyl)isoindolin-1-yl)oxy)methyl)cyclopropanecarboxamide ClC1=CC=C(C=C1)[C@@]1(N(C(C2=CC(=CC(=C12)F)C(=O)C=1N=CSC1)=O)CC1=NC=C(C=C1)Cl)OCC1(CC1)C(=O)N